BrC=1C=C2C(=NC(=NC2=CC1)C)N[C@H](C)C1=CC(=C2C=CNC2=C1)C(F)F (R)-6-(1-((6-bromo-2-methylquinazolin-4-yl)amino)ethyl)-4-(difluoromethyl)-1H-indole